Cl.C(C)C1N=C2C=3NC(=NC3N(C(N2C1)=O)C)C1=C(C(=CC(=C1)Cl)Cl)Cl 8-Ethyl-1,4,7,8-tetrahydro-4-methyl-2-(2,3,5-trichlorophenyl)-5H-imidazo[2,1-i]purin-5-one monohydrochloride